7-Bromo-3-methylquinoline 1-oxide BrC1=CC=C2C=C(C=[N+](C2=C1)[O-])C